6-chloro-4-(4-(4-chloro-3-methoxyphenoxy)piperidin-1-yl)-1-methyl-2-oxo-1,2-dihydro-1,5-naphthyridine-3-carbonitrile ClC=1N=C2C(=C(C(N(C2=CC1)C)=O)C#N)N1CCC(CC1)OC1=CC(=C(C=C1)Cl)OC